4,5-dihydroxyvalerate OC(CCC(=O)[O-])CO